N6'-(2-(1-(2,2-difluoroethyl)-1H-pyrazol-4-yl)pyrimidin-4-yl)-N4'-((1s,4s)-4-fluorocyclohexyl)-5-(morpholinomethyl)-[2,3'-bipyridine]-4',6'-diamine FC(CN1N=CC(=C1)C1=NC=CC(=N1)NC1=CC(=C(C=N1)C1=NC=C(C=C1)CN1CCOCC1)NC1CCC(CC1)F)F